N-(2-(1-(4-((6-amino-2-butoxy-8-oxo-7H-purin-9(8H)-yl)methyl)benzyl)piperidin-4-yl)ethyl)-2-methyl-2-(methylamino)propanamide NC1=C2NC(N(C2=NC(=N1)OCCCC)CC1=CC=C(CN2CCC(CC2)CCNC(C(C)(NC)C)=O)C=C1)=O